ClC1=C(C(=O)N[C@H](C(=O)OCC)CC=2C=NC(=CC2)N2C(N(C3=C(C2=O)C=CN=C3)C)=O)C(=CC(=C1)N1[C@H](COCC1)C(F)(F)F)F ethyl (S)-2-(2-chloro-6-fluoro-4-((R)-3-(trifluoromethyl)morpholino) benzamido)-3-(6-(1-methyl-2,4-dioxo-1,4-dihydropyrido[3,4-d]pyrimidin-3(2H)-yl)pyridin-3-yl)propanoate